ClC=1C(=NC(=NC1)NC(CO)(C)C)C1=CC=C2CN(C(C2=C1)=O)CC(=O)N[C@H](C)C1=CC(=CC=C1)OC 2-(6-{5-chloro-2-[(1-hydroxy-2-methylprop-2-yl)amino]pyrimidin-4-yl}-1-oxo-2,3-dihydro-1H-isoindol-2-yl)-N-[(1R)-1-(3-methoxyphenyl)ethyl]acetamide